2-(3-((3-chloro-6-((1-cyclopropyl-1H-pyrazol-4-yl)amino)-1H-pyrazolo[3,4-d]pyrimidin-4-yl)oxy)piperidine-1-carbonyl)-4-methylpent-2-enenitrile ClC1=NNC2=NC(=NC(=C21)OC2CN(CCC2)C(=O)C(C#N)=CC(C)C)NC=2C=NN(C2)C2CC2